NCC(C(O)C1=C(C=C(C=C1F)F)F)(F)F 3-amino-2,2-difluoro-1-(2,4,6-trifluorophenyl)propan-1-ol